8-(methylamino)-6-((2-carbonyl-2H-[1,2'-bipyridinyl]-3-yl)amino)-N-((5-carbonylpyrrolidin-2-yl)methyl)imidazo[1,2-b]pyridazine-3-carboxamide CNC=1C=2N(N=C(C1)NC=1C(N(C=CC1)C1=NC=CC=C1)=C=O)C(=CN2)C(=O)NCC2NC(CC2)=C=O